C1(=CC=C(C=C1)C(=O)N=C=NC(=O)C1=CC=C(C=C1)C)C 1,3-di-p-toluoylcarbodiimide